C1=C(C=CC2=CC=CC=C12)C=1CCC(N(N1)C1=CC=CC=C1)=O 6-(naphthalen-2-yl)-2-phenyl-4,5-dihydropyridazin-3(2H)-one